ClC1=CC=C(C=C1)C1=N[C@H](C=2N(C3=C1C=C(C=C3)SC3=CC=C(C=C3)B(O)O)C(=NN2)C)CC(=O)NCC (4-(((4S)-6-(4-chlorophenyl)-4-(2-(ethylamino)-2-oxoethyl)-1-methyl-4H-benzo[f][1,2,4]triazolo[4,3-a][1,4]diazepin-8-yl)thio)phenyl)boronic acid